6-phenylamino-2-chloro-4-methyl-3-cyanopyridine C1(=CC=CC=C1)NC1=CC(=C(C(=N1)Cl)C#N)C